O1NN=CC=C1 (S)-oxadiazine